N1=CC=C(C=C1)COC1=CC=C(CCNC(C=C)=O)C=C1 N-(4-(pyridin-4-ylmethoxy)phenethyl)acrylamide